4-(((3S,4R)-1-((4-(difluoromethyl)phenyl)sulfonyl)-4-hydroxy-4-(hydroxymethyl)pyrrolidin-3-yl)oxy)-2-fluorobenzonitrile FC(C1=CC=C(C=C1)S(=O)(=O)N1C[C@@H]([C@@](C1)(CO)O)OC1=CC(=C(C#N)C=C1)F)F